CNC(CCCCCCCC1C(C1)CCCCCCCC)CCCCCCCCC N-methyl-1-(2-octylcyclopropyl)heptadecan-8-amine